7-(4-ethynylbenzyl)-2,5-dithia-7-azabicyclo[2.2.1]heptane C(#C)C1=CC=C(CN2C3SCC2SC3)C=C1